ClC=1C(=NC(=NC1)NC1=C(C=C2CCN(CC2=C1)C)OC)N1C=C(C2=CC=CC=C12)CS(=O)(=O)C N-(5-chloro-4-(3-((methylsulfonyl)methyl)-1H-indol-1-yl)pyrimidin-2-yl)-6-methoxy-2-methyl-1,2,3,4-tetrahydroisoquinolin-7-amine